1-(3-Methyloxetan-3-yl)pyrrole-3-carboxylic acid CC1(COC1)N1C=C(C=C1)C(=O)O